N,N,N-trihexadecyl-1-hexadecanaminium C(CCCCCCCCCCCCCCC)[N+](CCCCCCCCCCCCCCCC)(CCCCCCCCCCCCCCCC)CCCCCCCCCCCCCCCC